COC1=CC=C(C=C1)C1(CCSCC1)O 4-(4-methoxyphenyl)tetrahydro-2H-thiopyran-4-ol